NC1=CC(=C(C=N1)C1=NC(=NC(=N1)N1CCOCC1)N1CCN(CC1)C(=O)C1CCN(CC1)C(CCC(\C=C\C)=O)=O)C(F)(F)F (E)-1-(4-(4-(4-(6-amino-4-(trifluoromethyl)pyridin-3-yl)-6-morpholino-1,3,5-triazin-2-yl)piperazine-1-carbonyl)piperidin-1-yl)hept-5-ene-1,4-dione